N-(2,4-difluoro-3-iodophenyl)quinoxaline-5-sulfonamide FC1=C(C=CC(=C1I)F)NS(=O)(=O)C=1C=2N=CC=NC2C=CC1